Cl.O[C@H]1C[C@H](NC1)C(C)NC(=O)C1=CN(CCS1)C1=C2C(=NC=C1)NC=C2C N-(1-((2S,4S)-4-hydroxypyrrolidin-2-yl)ethyl)-4-(3-methyl-1H-pyrrolo[2,3-b]pyridin-4-yl)-3,4-dihydro-2H-1,4-thiazine-6-carboxamide hydrochloride